C(N)(=S)[C@H]1N(CC2(CC2(F)F)C1)C(=O)OC(C)(C)C tert-butyl (6S)-6-carbamothioyl-1,1-difluoro-5-azaspiro[2.4]heptane-5-carboxylate